10'-(acryloyloxy)-3,3'-dioxo-3H,3'H-spiro[isobenzofuran-1,7'-pyrano[2,3-c]xanthene]-2'-carboxylic acid ethyl ester C(C)OC(=O)C1=CC2=C(C=CC=3C4(C=5C=CC(=CC5OC23)OC(C=C)=O)OC(C2=CC=CC=C24)=O)OC1=O